1-(1,2-benzisothiazol-3-yl)piperazine S1N=C(C2=C1C=CC=C2)N2CCNCC2